7-(cyclopropylamino)-5-((4-methoxy-3-((methylsulfonyl)methyl)phenyl)amino)pyrazolo[1,5-a]pyrimidine-3-carbonitrile C1(CC1)NC1=CC(=NC=2N1N=CC2C#N)NC2=CC(=C(C=C2)OC)CS(=O)(=O)C